COC(=O)[C@@H]1C[C@H](CCC1)OC=1C(=NC(=CC1)C=1SC(=CC1CN1N=NC(=C1)CC1CC1)F)C (1S,3S)-methyl-3-((6-(3-((4-(cyclopropylmethyl)-1H-1,2,3-triazol-1-yl)methyl)-5-fluorothiophen-2-yl)-2-methylpyridin-3-yl)oxy)cyclohexanecarboxylate